FC1=C(C=C(C=C1)C=1C=C(C2=C(C=CO2)C1)C(F)(F)F)C(=O)N1CCOCC1 5-(4-fluoro-3-(morpholine-4-carbonyl)phenyl)-7-(trifluoromethyl)benzofuran